ClC=1C(=C2C=NNC2=C(C1F)[C@@H](C(F)(F)F)C)C=1N=CC=2N(C1)C=C(N2)NC(=O)[C@H]2[C@H](C2)F (1S,2S)-N-(6-(5-chloro-6-fluoro-7-((S)-1,1,1-trifluoropropan-2-yl)-1H-indazol-4-yl)imidazo[1,2-a]pyrazin-2-yl)-2-fluorocyclopropane-1-carboxamide